1H-1,2,3-triazole-4-benzamide N1N=NC(=C1)C1=CC=CC=C1C(=O)N